trans-tert-Butyl (4-(2-chloro-5-(2,2-dichloro-3-(3,5-dichlorophenyl)cyclopropane-1-carboxamido)benzamido)-2-methylphenyl)(methyl)carbamate ClC1=C(C(=O)NC2=CC(=C(C=C2)N(C(OC(C)(C)C)=O)C)C)C=C(C=C1)NC(=O)[C@@H]1C([C@H]1C1=CC(=CC(=C1)Cl)Cl)(Cl)Cl